FC1(CCC2=C1N=C(N=C2C2=CC=C(C=C2)C2(CS(C2)=O)NC(C(F)(F)F)=O)N2[C@H]([C@@H](C2)F)C)F N-[3-[4-[7,7-difluoro-2-[(2S,3R)-3-fluoro-2-methyl-azetidin-1-yl]-5,6-dihydrocyclopenta[d]pyrimidin-4-yl]phenyl]-1-oxo-thietan-3-yl]-2,2,2-trifluoro-acetamide